methyl 4-(2-(benzyloxy) ethoxy)-2-methoxybenzoate C(C1=CC=CC=C1)OCCOC1=CC(=C(C(=O)OC)C=C1)OC